N-[2-[4-(hydroxymethyl)cyclohexyl]-6-(1-hydroxy-1-methyl-ethyl)indazol-5-yl]pyrimidine-4-carboxamide OCC1CCC(CC1)N1N=C2C=C(C(=CC2=C1)NC(=O)C1=NC=NC=C1)C(C)(C)O